4-fluoro-1-propylpyrrolidin-3-amine FC1C(CN(C1)CCC)N